2-[3-(4-Chlorophenyl)acryloyl]benzoic acid ClC1=CC=C(C=C1)C=CC(=O)C1=C(C(=O)O)C=CC=C1